C(C)[C@H]1OC2=C(C=C3C=CN=CC3=C2)CN(C1)C(=O)OC(C)(C)C tert-butyl (R)-2-ethyl-2,3-dihydro-[1,4]oxazepino[6,7-g]isoquinoline-4(5H)-carboxylate